3-(phenylsulfonamido)benzamide C1(=CC=CC=C1)S(=O)(=O)NC=1C=C(C(=O)N)C=CC1